N,N-dimethyl-N-(3-sulfopropyl)ammonium hydroxide [OH-].C[NH+](CCCS(=O)(=O)O)C